S(=O)(=O)(O)O.O=C([C@H](O)[C@@H](O)[C@H](O)[C@H](O)CO)N gluconamide sulfate